6-(4-amino-1-tert-butyl-pyrazolo[3,4-d]pyrimidin-3-yl)-N-[5-(trifluoromethyl)-1,3,4-thiadiazol-2-yl]-1H-indole-2-carboxamide NC1=C2C(=NC=N1)N(N=C2C2=CC=C1C=C(NC1=C2)C(=O)NC=2SC(=NN2)C(F)(F)F)C(C)(C)C